C(C)NCC1=CC=C(C=C1)[S@@](=O)(N)=NC(NC1=C2CCCC2=CC=2CCCC12)=O (R)-4-((ethylamino)methyl)-N'-((1,2,3,5,6,7-hexahydro-s-indacen-4-yl)carbamoyl)-benzenesulfonimidamide